C(C)(C)(C)OC(CNC(=O)C1=CC=NC2=CC(=CC=C12)CF)=O (7-(fluoromethyl)quinoline-4-carbonyl)glycine tert-butyl ester